(R)-6-(2-fluoro-4-(7-(2-methoxypropoxy)-2-methyl-2H-indazol-4-yl)benzyl)-6,7-dihydro-5H-pyrrolo[3,4-b]pyridin-5-one-7,7-d2 FC1=C(CN2C(C3=NC=CC=C3C2=O)([2H])[2H])C=CC(=C1)C=1C2=CN(N=C2C(=CC1)OC[C@@H](C)OC)C